C1(CC1)S(=O)(=O)C1=CC(=NC=C1)CNC(C1=CC=C(C=C1)C1=CC=C2C(=N1)NC=C2CC)=O N-[(4-cyclopropanesulfonylpyridin-2-yl)methyl]-4-[3-ethyl-1H-pyrrolo[2,3-b]pyridin-6-yl]benzamide